C(=CC1=CC=CC=C1)C1=CC=C(C=C1)C1=CC=C(C=C1)C=CC1=CC=CC=C1 4,4'-bis-(styryl)biphenyl